(1-(cyclopropylmethyl)-2-(1-(3-hydroxypropyl)-2,3-dihydro-1H-pyrrolo[1,2,3-de]quinoxalin-5-yl)-7-methoxy-1H-benzo[d]imidazol-5-yl)(8,8-difluoro-2,6-diazaspiro[3.4]octan-6-yl)methanone C1(CC1)CN1C(=NC2=C1C(=CC(=C2)C(=O)N2CC1(CNC1)C(C2)(F)F)OC)C2=CC=1C=3N2CCN(C3C=CC1)CCCO